(5-[(CYCLOHEXYLOXY)METHYL]-2-METHOXYPHENYL)BORANEDIOL C1(CCCCC1)OCC=1C=CC(=C(C1)B(O)O)OC